1,2,2,2-tetrafluoro-1-trifluoromethoxy-1-iodoethane FC(C(F)(F)F)(I)OC(F)(F)F